ClC1=NN2C(N=CC3=C2[C@@](CN3C(=O)NC=3C=NC(=C(C3)Cl)N3CCCC3)(C(F)(F)F)C)=C1 (R)-2-chloro-N-(5-chloro-6-(pyrrolidin-1-yl)pyridin-3-yl)-8-methyl-8-(trifluoromethyl)-7,8-dihydro-6H-pyrazolo[1,5-a]pyrrolo[2,3-e]pyrimidine-6-carboxamide